Tri-o-tolylphosphin C1(=C(C=CC=C1)P(C1=C(C=CC=C1)C)C1=C(C=CC=C1)C)C